tert-butyldithio-propionic acid C(C)(C)(C)C(C(=S)S)C